BrC1=CC(=C(C=2CCC12)C=O)O 5-bromo-3-hydroxybicyclo[4.2.0]oct-1(6),2,4-triene-2-carbaldehyde